N-(4-(4-amino-7-(1-methyl-1H-pyrazol-4-yl)-3-(4-((4-methylpyrimidin-2-yl)oxy)phenyl)thieno[3,2-c]pyridin-2-yl)-3-fluoromethylphenyl)methacrylamide NC1=NC=C(C2=C1C(=C(S2)C2=C(C=C(C=C2)NC(C(=C)C)=O)CF)C2=CC=C(C=C2)OC2=NC=CC(=N2)C)C=2C=NN(C2)C